ClC=1C(N(C(=CC1OCC1=NC=C(C=C1F)F)C)C1=CC(=NC=C1C)C1=NC(=NC=C1)C(C)(C)O)=O (P)-3-Chloro-4-((3,5-difluoropyridin-2-yl)methoxy)-2'-(2-(2-hydroxypropan-2-yl)-pyrimidin-4-yl)-5',6-dimethyl-2H-[1,4'-bipyridin]-2-one